Ethyl (S)-3-(3-(4-Hydroxy-1-methyl-2-oxo-1,2-dihydropyridin-3-yl)ureido)-3-(2',4',5-trifluorobiphenyl-3-yl)propanoat OC1=C(C(N(C=C1)C)=O)NC(N[C@@H](CC(=O)OCC)C=1C=C(C=C(C1)F)C1=C(C=C(C=C1)F)F)=O